C(CCCCCCCC)(=O)OC(CCCCCCCC)=O n-nonanoic acid anhydride